[N-](S(=O)(=O)C(F)(F)F)S(=O)(=O)C(F)(F)F.C(CCC)N1CN(C=C1)C 1-butyl-3-methyl-imidazole bistrifluoromethanesulfonimide salt